Cl/C=C/C(=O)O (E)-3-chloroacrylic acid